CC1(N(C(CCC1)(C)C)NCCC[Si](OC)(C)C)C (2,2,6,6-tetramethylpiperidyl)aminopropyldimethylmethoxysilane